8-(2-Chloro-4-fluorophenyl)-9-(4-((1-(3-fluoropropyl)azetidin-3-yl)methyl)phenyl)-6,7-dihydro-5H-benzo[7]annulen ClC1=C(C=CC(=C1)F)C=1CCCC2=C(C1C1=CC=C(C=C1)CC1CN(C1)CCCF)C=CC=C2